N-[3-Chloro-4-[4-(Piperidine-4-Carbonyl)Piperazine-1-Carbonyl]Phenyl]-1-Methylimidazole-2-Carboxamide ClC=1C=C(C=CC1C(=O)N1CCN(CC1)C(=O)C1CCNCC1)NC(=O)C=1N(C=CN1)C